CC(CCC(=O)O)CC(C)C 4,6-dimethylheptanoic acid